9,10-Epoxy-octadecadiene C=CC=CCCCCC1C(CCCCCCCC)O1